C(C1=CC=CC=C1)(=O)C1=C(C(=C2C=CC=CN12)N1C(C=CC=C1)=O)C1=CC=CC=C1 1-(3-benzoyl-2-phenylindolizin-1-yl)pyridin-2(1H)-one